10-(p-toluenesulfonylimino)thioxanthone CC1=CC=C(C=C1)S(=O)(=O)N=S1C=2C=CC=CC2C(C2=CC=CC=C12)=O